N-(2-Chloro-4-(trifluoromethyl)phenyl)-2-(2-cyclohexyl-5-ethyl-6-(4-(5-hydroxy-6-methylpyrimidine-4-carbonyl)piperazin-1-yl)-7-oxo-[1,2,4]triazolo[1,5-a]pyrimidin-4(7H)-yl)acetamide ClC1=C(C=CC(=C1)C(F)(F)F)NC(CN1C=2N(C(C(=C1CC)N1CCN(CC1)C(=O)C1=NC=NC(=C1O)C)=O)N=C(N2)C2CCCCC2)=O